N-[3-[2-(difluoromethoxy)-5-[3-[(oxetan-3-ylamino)methyl]phenoxy]phenyl]-1-methyl-pyrazol-4-yl]pyrazolo[1,5-a]pyrimidine-3-carboxamide FC(OC1=C(C=C(C=C1)OC1=CC(=CC=C1)CNC1COC1)C1=NN(C=C1NC(=O)C=1C=NN2C1N=CC=C2)C)F